(R/S)-1-(1-naphthyl)ethyl-ammonium bromide [Br-].C1(=CC=CC2=CC=CC=C12)[C@@H](C)[NH3+] |r|